FC=1C=C(C=CC1)N1N=C(C2=CC=C(C=C12)C(=O)OC)C1=CC(=CC=C1)F methyl 1,3-bis(3-fluorophenyl)-1H-indazole-6-carboxylate